C(CC)C1C(=O)OC(C1)CC α-propyl-γ-caprolactone